2-[9H-fluoren-9-yl-methoxycarbonyl-(methyl)amino]propanoic acid C1=CC=CC=2C3=CC=CC=C3C(C12)COC(=O)N(C(C(=O)O)C)C